C(#N)[C-]1N=NN=C1C#N.[Li+] lithium 4,5-dicyano-1,2,3-triazolide